(2-methylthiophene-3-yl)carbamic acid tert-butyl ester C(C)(C)(C)OC(NC1=C(SC=C1)C)=O